(R)-N'-((2-cyclobutyl-3-methyl-6,7-dihydro-5H-cyclopenta[b]pyridin-4-yl)carbamoyl)-4-(2-hydroxypropan-2-yl)thiophene-2-sulfonimidamide C1(CCC1)C1=C(C(=C2C(=N1)CCC2)NC(=O)N=[S@](=O)(N)C=2SC=C(C2)C(C)(C)O)C